1-amino-1,2,3,4-tetrahydroquinoline NN1CCCC2=CC=CC=C12